C(#N)[C@@H](C[C@H]1C(NCCC1)=O)NC(=O)[C@@H]1N(C[C@@H]2[C@H]1CCC2(F)F)C(=O)C2(C1=CC=CC=C1C=1C=CC=CC21)O (1R,3aS,6aR)-N-((R)-1-cyano-2-((S)-2-oxopiperidin-3-yl)ethyl)-4,4-difluoro-2-(9-hydroxy-9H-fluorene-9-carbonyl)octahydrocyclopenta[c]pyrrole-1-carboxamide